2-Amino-6-guanidinohexanoic acid NC(C(=O)O)CCCCNC(=N)N